(1H-tetrazol-5-yl) benzofuran-3-carboxylate O1C=C(C2=C1C=CC=C2)C(=O)OC2=NN=NN2